1-(3-(difluoromethoxy)phenyl)-3,3-dimethyl-N-((3S,4S)-4-methyl-1,1-dioxidotetrahydrothiophen-3-yl)-2-oxoindoline-5-carboxamide FC(OC=1C=C(C=CC1)N1C(C(C2=CC(=CC=C12)C(=O)N[C@@H]1CS(C[C@H]1C)(=O)=O)(C)C)=O)F